O1C=C(C=C1)N1N=C(C=C1C1=C(C(=O)N)C=CC=C1)C (1-(furan-3-yl)-3-methyl-1H-pyrazol-5-yl)benzamide